ClC1=CC=C(C=C1)C(C1=CC=C(C=C1)O)O 4-((4-chlorophenyl)(hydroxy)methyl)phenol